O1CC(C1)CC12CC(CC(CC1)N2)N (oxetan-3-yl-methyl)-8-azabicyclo[3.2.1]octan-3-amine